6-(fluoromethoxy)benzenesulfonamide FCOC1=CC=CC=C1S(=O)(=O)N